4-(4-acryloyl-3-(cyanomethyl)piperazin-1-yl)-7-(3,5-dichloro-2-fluoro-6-hydroxyphenyl)-6-fluoro-1-(2-isopropyl-4-methylpyridin-3-yl)-2-oxo-1,2-dihydro-1,8-naphthyridine-3-carbonitrile C(C=C)(=O)N1C(CN(CC1)C1=C(C(N(C2=NC(=C(C=C12)F)C1=C(C(=CC(=C1O)Cl)Cl)F)C=1C(=NC=CC1C)C(C)C)=O)C#N)CC#N